C(CCCCC)C(C(=O)OCCCCCCN(CCCCCCOC(=O)OC(CCCCCC)CCCCCCC)CCO)CCCCCCCC 6-((2-hydroxyethyl)(6-(((tetradecan-7-yloxy)carbonyl)oxy)hexyl)amino)hexyl 2-hexyldecanoate